BrC1=C(C(=CC2=C1CCO2)C(F)(F)F)N 4-bromo-6-trifluoromethyl-2,3-dihydro-benzofuran-5-ylamine